BrC1=CC=C(C=C1)C=1C(C2=CC(=C(C=C2C1O)OC)OC)=O 2-(4-bromophenyl)-3-hydroxy-5,6-dimethoxy-1H-inden-1-one